BrC1=CC2=C(N3C(S2)=NC(=C3)C3=CC(=CC=C3)F)C=C1 7-bromo-2-(3-fluorophenyl)benzo[d]imidazo[2,1-b]thiazole